N-cyclopropyl-5-(2,6-dichloro-4-(6-(difluoromethyl)-3,5-dioxo-4,5-dihydro-1,2,4-triazin-2(3H)-yl)phenoxy)-2-hydroxybenzenesulfonamide C1(CC1)NS(=O)(=O)C1=C(C=CC(=C1)OC1=C(C=C(C=C1Cl)N1N=C(C(NC1=O)=O)C(F)F)Cl)O